CC1(C2CC[C@@]1(C(=O)C2)CS(=O)(=O)O)C (1R)-(-)-10-camphorsulfonic acid